N[C@H](C(=O)O)CS(=O)(=O)CCO (-)-(2R)-2-amino-3-(2-hydroxyethylsulfonyl)propionic acid